ClC1=CC=C(CS/C(=C/C(=O)C2=CC=CC=C2)/[Si](C)(C)C)C=C1 (E)-3-[(4-Chlorobenzyl)thio]-1-phenyl-3-(trimethylsilyl)prop-2-en-1-one